(S)-7'-(3,5-difluorophenyl)-1-(9-ethyl-9H-purin-6-yl)dihydro-1'H,3'H,5'H-spiro[piperidine-4,2'-pyrazolo[1,2-a]pyrazol]-1'-one FC=1C=C(C=C(C1)F)[C@@H]1CCN2N1C(C1(C2)CCN(CC1)C1=C2N=CN(C2=NC=N1)CC)=O